ClC=1C=C(CNC2=NC(=NC3=CC=C(C=C23)C=2C=CC(N(C2)C)=O)C=2C=NN(C2)C(CO)(C)C)C=CC1 5-(4-((3-chlorobenzyl)amino)-2-(1-(1-hydroxy-2-methylpropan-2-yl)-1H-pyrazol-4-yl)quinazolin-6-yl)-1-methylpyridin-2(1H)-one